COCCOC ETHYLENE DIMETHYL ETHER